(7-{6-[(R)-1-hydroxypropyl]-4-methylpyridin-3-yl}isoquinolin-3-yl)cyclopropane-1-carboxamide O[C@H](CC)C1=CC(=C(C=N1)C1=CC=C2C=C(N=CC2=C1)C1(CC1)C(=O)N)C